8,8'-((2-(Prop-2-yn-1-yl)propane-1,3-diyl)bis(oxy))bis(7-methoxy-2-methylene-2,3-dihydro-1H-benzo[e]pyrrolo[1,2-a][1,4]diazepin-5(11aH)-one) C(C#C)C(COC=1C(=CC2=C(N=CC3N(C2=O)CC(C3)=C)C1)OC)COC=1C(=CC3=C(N=CC2N(C3=O)CC(C2)=C)C1)OC